NC12CCC(CC1)(CC2)C2=CC=NO2 5-(4-aminobicyclo[2.2.2]octan-1-yl)isoxazol